Tetramethyl-1,3-xylylendiisocyanat CC(C=1C=C(C=CC1)C(C)(C)N=C=O)(C)N=C=O